2-aminotrityl bromide NC1=C(C(C2=CC=CC=C2)(C2=CC=CC=C2)Br)C=CC=C1